COC1=C(C=CC=C1OC)C1=CC=C(C=C1)N1N=NC(=C1)C=1C=C(C(=O)O)C=CC1 3-(1-(2',3'-Dimethoxy-[1,1-biphenyl]-4-yl)-1H-1,2,3-triazol-4-yl)benzoic acid